1-[2-bromo-4-chloro-5-(difluoromethoxy)phenyl]pyrazole BrC1=C(C=C(C(=C1)Cl)OC(F)F)N1N=CC=C1